BrC=1C=CC(=C(C1)C1=C(C=CC=C1)Cl)S(=O)(=O)N1CCC(CC1)(C(=O)N[C@@H](\C=C/S(=O)(=O)CCCCCN1CCN(CC1)C(=O)OC(C)(C)C)C)F tert-Butyl (R,Z)-4-(5-((3-(1-((5-bromo-2'-chloro-[1,1'-biphenyl]-2-yl)sulfonyl)-4-fluoropiperidine-4-carboxamido)but-1-en-1-yl)sulfonyl)pentyl)piperazine-1-carboxylate